4-((7S,10R)-7-isopropyl-10-methyl-2,4-dioxaspiro[5.5]undecan-3-yl)-2-methoxyphenol C(C)(C)[C@H]1C2(COC(OC2)C2=CC(=C(C=C2)O)OC)C[C@@H](CC1)C